C[Si](OC(CCS(=O)(=N)CC[C@@H](C(=O)OC)NC(=O)OC(C)(C)C)C(F)(F)F)(C(C)(C)C)C Methyl (2S)-4-[S-(3-{[dimethyl(2-methyl-2-propanyl)silyl]oxy}-4,4,4-trifluorobutyl)sulfonimidoyl]-2-({[(2-methyl-2-propanyl)oxy]carbonyl}amino)butanoate